5-[(3R)-3-(3-methyl-2-oxoimidazol-1-yl)piperidin-1-yl]pyrazine-2-carboxamide CN1C(N(C=C1)[C@H]1CN(CCC1)C=1N=CC(=NC1)C(=O)N)=O